C[C@H]1N(C[C@@H](N(C1)C1=NC=C(C=N1)C(F)(F)F)C)C(=O)OC1CC2(CN(C2)CC2=CC=C(C=C2)Cl)C1 2-[(4-chlorophenyl)methyl]-2-azaspiro[3.3]heptan-6-yl (2R,5S)-2,5-dimethyl-4-[5-(trifluoromethyl)pyrimidin-2-yl]piperazine-1-carboxylate